(2,4-dimethoxy)benzyl alcohol COC1=C(CO)C=CC(=C1)OC